3-hydroxyl-2-(4-(1-methyl-1H-pyrazol-4-yl)phenyl)propan-1-one OCC(C=O)C1=CC=C(C=C1)C=1C=NN(C1)C